N-((5-(bis(4-methoxybenzyl)amino)-6-methyl-1-((2-(trimethylsilyl)ethoxy)methyl)-1H-pyrrolo[3,2-b]pyridin-2-yl)methyl)benzamide COC1=CC=C(CN(C2=C(C=C3C(=N2)C=C(N3COCC[Si](C)(C)C)CNC(C3=CC=CC=C3)=O)C)CC3=CC=C(C=C3)OC)C=C1